BrC1=CC=C2NC=3C=CC=C4C3C2=C1C1=CC=CC=C14 1-Bromo-4H-naphtho[1,2,3,4-def]carbazole